C(C1=CC=CC=C1)N1CCC(CC1)C(=O)NCC1=C(C=C(C=C1)C#N)C(F)(F)F 1-benzyl-N-(4-cyano-2-(trifluoromethyl)benzyl)piperidine-4-carboxamide